2-(4-(6-((4-cyano-2-(methoxymethyl)benzyl)oxy)pyridin-2-yl)-2,5-difluorobenzyl)-1-(2-methoxyethyl)-1H-benzo[d]imidazole-6-carboxylic acid C(#N)C1=CC(=C(COC2=CC=CC(=N2)C2=CC(=C(CC3=NC4=C(N3CCOC)C=C(C=C4)C(=O)O)C=C2F)F)C=C1)COC